3-(1-(3-bromophenyl)-2-(methoxymethyl)cyclopropyl)-4-methyl-4H-1,2,4-triazole BrC=1C=C(C=CC1)C1(C(C1)COC)C1=NN=CN1C